tert-Butyl 2,2-dimethyl-4-[4-(3-sulfamoylphenyl)but-3-ynyl]pyrrolidine-1-carboxylate CC1(N(CC(C1)CCC#CC1=CC(=CC=C1)S(N)(=O)=O)C(=O)OC(C)(C)C)C